3-methylphenyl-N-(2-(((1r,4r)-4-(methylamino)cyclohexyl)oxy)ethyl)benzenesulfonamide CC=1C=C(C=CC1)C1=C(C=CC=C1)S(=O)(=O)NCCOC1CCC(CC1)NC